2-(2-chloropyridin-3-yl)-1-(7-fluoro-5-(2-((3-hydroxylcyclobutyl)amino)pyridin-4-yl)indolin-1-yl)ethan-1-one ClC1=NC=CC=C1CC(=O)N1CCC2=CC(=CC(=C12)F)C1=CC(=NC=C1)NC1CC(C1)O